(3S,4S)-3-((3-cyclobutyl-7-((3-fluorophenyl)amino)pyrazolo[1,5-a]pyrimidin-5-yl)amino)piperidin-4-ol hydrochloride Cl.C1(CCC1)C=1C=NN2C1N=C(C=C2NC2=CC(=CC=C2)F)N[C@H]2CNCC[C@@H]2O